C1(CC1)NC(C1=C(C=C(C=C1OC)C1=CN=C2N1C=CC(=C2)OCC(OC)OC)OC(F)F)=O N-cyclopropyl-2-(difluoromethoxy)-4-[7-(2,2-dimethoxyethoxy)imidazo[1,2-a]pyridin-3-yl]-6-methoxy-benzamide